C(C)(C)(C)C1CCC(CC1)C(=O)O 4-tertiary butyl-cyclohexyl-formic acid